N1(CCC1)CC(=O)NC1=C(C=C(C=C1)NC1=NC=C2CCN(CC2=C1)C1=C(C2=C(OCCN2C(=O)OC(C)(C)C)N=C1)C)C tert-butyl 7-[7-({4-[2-(azetidin-1-yl) acetamido]-3-methylphenyl} amino)-1,2,3,4-tetrahydro-2,6-naphthyridin-2-yl]-8-methyl-1H,2H,3H-pyrido[2,3-b][1,4]oxazine-1-carboxylate